4-(3-((1-(1-((3-azaspiro[5.5]undec-9-yl)methyl)piperidin-4-yl)-3-(difluoromethyl)-1H-pyrazol-4-yl)carbonyl)pyrazolo[1,5-a]pyrimidin-5-yl)piperazine-1-carboxylic acid benzyl ester C(C1=CC=CC=C1)OC(=O)N1CCN(CC1)C1=NC=2N(C=C1)N=CC2C(=O)C=2C(=NN(C2)C2CCN(CC2)CC2CCC1(CCNCC1)CC2)C(F)F